PYRAZOLO-PYRIDINE N1N=CC2=C1C=CC=N2